C(=C)C1=C(N=NC(=C1)O)O 4-vinyl-3,6-dihydroxypyridazine